FC[C@H]1C[C@H](N(CC1)C(=O)N[C@@H](C)\C=C\S(=O)(=O)C)C1=CC=CC=C1 (2S,4R)-4-(fluoromethyl)-N-((S,E)-4-(methylsulfonyl)but-3-en-2-yl)-2-phenylpiperidine-1-carboxamide